BrC1=CC=C(C=C1)N1N=C(C(=C1)[C@H]1O[C@@H](C(N1CCC1=CC2=C(NC(N2)=O)C=C1)=O)C)C1=NC=C(C=C1)F (2R,5R)-2-(1-(4-bromophenyl)-3-(5-fluoropyridin-2-yl)-1H-pyrazole-4-yl)-5-methyl-3-(2-(2-oxo-2,3-dihydro-1H-benzo[d]imidazol-5-yl)ethyl)oxazolidin-4-one